(2S)-N-(1-methyl-1H-pyrazol-4-yl)oxetan-2-carboxamide CN1N=CC(=C1)NC(=O)[C@H]1OCC1